4-(benzyloxy)-2-(1,1-difluoroethyl)-5-fluoropyrimidine C(C1=CC=CC=C1)OC1=NC(=NC=C1F)C(C)(F)F